C1(CC1)N1N=NC(=C1)C(=O)NC1CN(C1)CC=1C=NN(C1)CC1=CC=C(C=C1)OC 1-cyclopropyl-N-(1-((1-(4-methoxybenzyl)-1H-pyrazol-4-yl)methyl)azetidin-3-yl)-1H-1,2,3-triazole-4-carboxamide